N1N=CC=C1C1=NC=CC=C1CNC1=C2N=CN(C2=NC(=N1)N1CCC(CC1)N)C(C)C N-((2-(1H-pyrazol-5-yl)pyridin-3-yl)methyl)-2-(4-aminopiperidin-1-yl)-9-isopropyl-9H-purin-6-amine